C1(CC1)C=1N=NN(C1)[C@H](C(=O)N1[C@@H](C[C@H](C1)O)C(=O)N[C@H]1[C@H](COCC1)NC1=NC=NC=C1)C(C)(C)C (2S,4R)-1-[(2S)-2-(4-cyclopropyltriazol-1-yl)-3,3-dimethyl-butanoyl]-4-hydroxy-N-[(3R,4R)-3-(pyrimidin-4-ylamino)tetrahydropyran-4-yl]pyrrolidine-2-carboxamide